5-hydroxy-N-methyl-2-pyrrolidinone OC1CCC(N1C)=O